N-(5-chloro-6-(2H-1,2,3-triazol-2-yl)pyridin-3-yl)-5-(2-chlorophenyl)-4-methylnicotinamide ClC=1C=C(C=NC1N1N=CC=N1)NC(C1=CN=CC(=C1C)C1=C(C=CC=C1)Cl)=O